(4-(bicyclo[1.1.1]pentan-1-ylamino)-7-((2-(trimethylsilyl)ethoxy)methyl)-7H-pyrrolo[2,3-d]pyrimidin-2-yl)-N1-(2-(dimethylamino)ethyl)-5-methoxy-N1-methylbenzene-1,2,4-triamine C12(CC(C1)C2)NC=2C1=C(N=C(N2)C2=C(C(=CC(=C2N)OC)N(C)CCN(C)C)N)N(C=C1)COCC[Si](C)(C)C